oximinosilane N(O)=[SiH2]